1-isopropyl-2,2-dimethyltrimethylene diisobutyrate C(C(C)C)(=O)OC(C(COC(C(C)C)=O)(C)C)C(C)C